C(C)OC(CCC1=NC2=CC=C(C=C2C=C1)C=1C(=NC=CC1)SC(C)C)=O 3-[6-(2-isopropylsulfanyl-pyridin-3-yl)-quinolin-2-yl]-propionic acid ethyl ester